aluminum bis(sec-butoxide) acetoacetate C(CC(=O)C)(=O)[O-].CC([O-])CC.CC([O-])CC.[Al+3]